1-Chloro-2-nitro-4-(4-(trifluoro-methyl)phenoxy)benzene ClC1=C(C=C(C=C1)OC1=CC=C(C=C1)C(F)(F)F)[N+](=O)[O-]